Bis(Methanesulfonyl) Peroxide CS(=O)(=O)OOS(=O)(=O)C